FC(C1=CC(=NC=2N1N=CC2C(=O)NC2=CC(=C(C=C2)C)C)C2=CC=CC=C2)F 7-(difluoromethyl)-N-(3,4-dimethylphenyl)-5-phenylpyrazolo[1,5-a]pyrimidine-3-carboxamide